BrC=1C=C2C(=C(C(NC2=CC1)=O)C=1CC(N(N1)C(CCN(CC)CC)=O)C1=CC=C(C=C1)Br)C1=CC=CC=C1 6-bromo-3-[3-(4-bromophenyl)-2-[3-(diethylamino)propanoyl]-3,4-dihydropyrazol-5-yl]-4-phenyl-1H-quinolin-2-one